methyl 2-(7-cyano-1,1,3-trioxo-4H-1lambda6,2,4-benzothiadiazin-2-yl)acetate C(#N)C1=CC2=C(NC(N(S2(=O)=O)CC(=O)OC)=O)C=C1